CN(CCOC1=C(OC2=CC=C(C=C2)NC2=NC=NC3=CC=C4C(=C23)OCCN4C(C=C)=O)C=CC=C1)C 1-(10-((4-(2-(2-(dimethylamino)ethoxy)phenoxy)phenyl)amino)-2,3-dihydro-4H-[1,4]oxazino[2,3-f]quinazolin-4-yl)prop-2-en-1-one